2-{[8-(4-chlorophenyl)-3-oxo-1H,2H,3H-benzo[e]isoindol-2-yl]methyl}prop-2-enamide ClC1=CC=C(C=C1)C=1C=CC2=C(C=3CN(C(C3C=C2)=O)CC(C(=O)N)=C)C1